1-methyl-N-[(1s,4s)-4-{[2-(trifluoromethyl)imidazo[1,2-a]pyridin-5-yl]amino}cyclohexyl]-1H-pyrrolo[2,3-b]pyridine-4-carboxamide CN1C=CC2=C1N=CC=C2C(=O)NC2CCC(CC2)NC2=CC=CC=1N2C=C(N1)C(F)(F)F